N4-((6-cyclopropylimidazo[1,2-a]pyridin-2-yl)methyl)-6-methoxy-N2-(4-methoxybenzyl)pyridine-2,4-diamine C1(CC1)C=1C=CC=2N(C1)C=C(N2)CNC2=CC(=NC(=C2)OC)NCC2=CC=C(C=C2)OC